Phenyl (R)-P-((((R)-1-(6-amino-9H-purin-9-yl)propan-2-yl)oxy)methyl)-N-((S)-1,1-dipropoxypropan-2-yl)phosphonamidate NC1=C2N=CN(C2=NC=N1)C[C@@H](C)OC[P@](OC1=CC=CC=C1)(=O)N[C@H](C(OCCC)OCCC)C